1,2-di-tridecanoyl-sn-glycero-3-phosphorylcholine C(CCCCCCCCCCCC)(=O)OC[C@@H](OC(CCCCCCCCCCCC)=O)COP(=O)(O)OCC[N+](C)(C)C